2-amino-5-bromo-N-((3R,6S)-6-(hydroxymethyl)tetrahydro-2H-pyran-3-yl)nicotinamide tert-Butyl-2-(2-(((2-(ethoxycarbonyl)-1h-pyrrol-3-yl)amino)methyl)phenyl)azepane-1-carboxylate C(C)(C)(C)OC(=O)N1C(CCCCC1)C1=C(C=CC=C1)CNC1=C(NC=C1)C(=O)OCC.NC1=C(C(=O)N[C@H]2CO[C@@H](CC2)CO)C=C(C=N1)Br